ClC=1C=C(C=C(C1)NS(=O)(=O)C)NC(=O)C=1SC(=C(C1)C1=NC=C(C=C1F)C1(CN(C1)C)O)C N-(3-chloro-5-(methylsulfonamido)phenyl)-4-(3-fluoro-5-(3-hydroxy-1-methylazetidin-3-yl)pyridin-2-yl)-5-methylthiophene-2-carboxamide